C(C)(C)(C)OC(CN(S(=O)(=O)C)CCCC1=NC2=C(C(=CC=C2C(=C1)C=1C=NN(C1)C(=O)OC(C)(C)C)Cl)Cl)=O tert-Butyl 4-(2-(3-(N-(2-(tert-butoxy)-2-oxoethyl)methylsulfonamido)propyl)-7,8-dichloroquinolin-4-yl)-1H-pyrazole-1-carboxylate